N-(2-methoxyethyl)-2-(1-methyl-2-oxo-2,3-dihydro-1H-pyrido[2,3-b][1,4]thiazin-3-yl)acetamide COCCNC(CC1C(N(C2=C(S1)N=CC=C2)C)=O)=O